8-(1-Acetylpyrrolidin-3-yl)oxy-4-[(2R)-3-(3,4-dihydro-1H-isoquinolin-2-yl)-2-hydroxy-propyl]-2,3-dihydro-1,4-benzoxazepin-5-one C(C)(=O)N1CC(CC1)OC1=CC2=C(C(N(CCO2)C[C@@H](CN2CC3=CC=CC=C3CC2)O)=O)C=C1